21-acetoxy-20-methyl-pregna-4,6-dien-3-one C(C)(=O)OCC([C@H]1CC[C@H]2[C@@H]3C=CC4=CC(CC[C@]4(C)[C@H]3CC[C@]12C)=O)C